(S)-N-(2-(2-cyanopyrrolidin-1-yl)-2-oxoethyl)-6-(3-(4-tert-butoxycarbonyl-piperazin-1-yl)-1-propoxy)quinoline-4-carboxamide C(#N)[C@H]1N(CCC1)C(CNC(=O)C1=CC=NC2=CC=C(C=C12)OCCCN1CCN(CC1)C(=O)OC(C)(C)C)=O